C(C)(=O)C1=CC=C(C=C1)B(O)O 4-Acetylphenyl-boronic acid